Pyridoxine tri-hexyl-decanoate C(CCCCC)C(CCCCCCCCC(=O)OCC=1C(=C(C(=NC1)C)O)CO)(CCCCCC)CCCCCC